5-(5-(cyclopropylcarbamoyl)-2-(fluoromethyl)phenyl)-2-((1-hydroxy-2-methylpropan-2-yl)amino)-N,N-dimethylnicotinamide C1(CC1)NC(=O)C=1C=CC(=C(C1)C=1C=NC(=C(C(=O)N(C)C)C1)NC(CO)(C)C)CF